4-(4-((1-(2-(4-chlorophenyl)-2,2-difluoroacetyl)piperidin-4-yl)methyl)piperazin-1-yl)-2-(2,6-dioxopiperidin-3-yl)isoindoline-1,3-dione ClC1=CC=C(C=C1)C(C(=O)N1CCC(CC1)CN1CCN(CC1)C1=C2C(N(C(C2=CC=C1)=O)C1C(NC(CC1)=O)=O)=O)(F)F